(E)-4-{2-[2-chloro-2-(4-chloro-3-nitrophenyl) ethanesulfonyl] vinyl}-2-hydroxyphenyl-N-methylcarbamate ClC(CS(=O)(=O)/C=C/C1=CC(=C(C=C1)N(C([O-])=O)C)O)C1=CC(=C(C=C1)Cl)[N+](=O)[O-]